1,3-diphenyl-2-(3-(p-tolyl)allyl)propane C1(=CC=CC=C1)CC(CC1=CC=CC=C1)CC=CC1=CC=C(C=C1)C